Ethyl 3-cyclopropyl-4-iodo-1-((2-(trimethylsilyl)ethoxy)methyl)-1H-pyrazole-5-carboxylate C1(CC1)C1=NN(C(=C1I)C(=O)OCC)COCC[Si](C)(C)C